6-chloro-7,8-difluoro-1-(1-methylcyclopropyl)-4-oxoquinoline-3-carboxylic acid ethyl ester C(C)OC(=O)C1=CN(C2=C(C(=C(C=C2C1=O)Cl)F)F)C1(CC1)C